Trifluoropyridineamine FC=1C(=C(C(=NC1)N)F)F